1-(2-chloro-3-(1-((5-(5-(difluoromethyl)-1,3,4-oxadiazol-2-yl)-3-fluoropyridin-2-yl)methyl)-1H-1,2,3-triazol-4-yl)phenyl)-N,N-dimethylmethanamine ClC1=C(C=CC=C1C=1N=NN(C1)CC1=NC=C(C=C1F)C=1OC(=NN1)C(F)F)CN(C)C